dichloro(1,10-phenanthroline) copper [Cu].ClC=1C(=NC2=C3N=CC=CC3=CC=C2C1)Cl